FC=1C(=NC(=NC1)NC1=NC=C(C=C1)N1CCN(CC1)C)C1=CC2=C(N=C3COCC(N32)C)C(=C1)F 5-fluoro-4-(9-fluoro-4-methyl-3,4-dihydro-1H-benzo[4,5]imidazo[2,1-c][1,4]oxazin-7-yl)-N-(5-(4-methylpiperazin-1-yl)pyridin-2-yl)pyrimidin-2-amine